rel-6-fluoro-4-methyl-3-(2-methyl-6-{[(1r,4r)-4-(trifluoromethyl)cyclohexyl]oxy}pyrimidin-4-yl)-1-{[2-(trimethylsilyl)ethoxy]methyl}-1H,4H,5H-pyrrolo[3,2-b]pyridin-5-one FC1=CC2=C(N(C1=O)C)C(=CN2COCC[Si](C)(C)C)C2=NC(=NC(=C2)OC2CCC(CC2)C(F)(F)F)C